Cl.CONC N-methoxymethanamine hydrogen chloride